tert-butyl 4-(2-(4-(2-((1H-benzo[d][1,2,3]triazol-1-yl)oxy)-5-methyl-6-(trifluoromethyl)pyrimidin-4-yl)-1H-pyrazol-1-yl)acetyl)piperazine-1-carboxylate N1(N=NC2=C1C=CC=C2)OC2=NC(=C(C(=N2)C=2C=NN(C2)CC(=O)N2CCN(CC2)C(=O)OC(C)(C)C)C)C(F)(F)F